4-(5-aminopent-1-yn-1-yl)-2-(2,6-dioxopiperidin-3-yl)isoindoline-1,3-dione NCCCC#CC1=C2C(N(C(C2=CC=C1)=O)C1C(NC(CC1)=O)=O)=O